NC\C=C(\CN1N=NC2=C1C=CC=C2C=2C=C(C=CC2OC)S(=O)(=O)NC)/F (Z)-3-(1-(4-amino-2-fluoro-but-2-en-1-yl)-1H-benzo[d][1,2,3]triazol-4-yl)-4-methoxy-N-methylbenzenesulfonamide